OC(N(CC(=O)O)C)(O)O N-trishydroxymethylmethylglycine